[C@@H](C)(CC)NC(=O)[C@H]1CN([C@@H]2CC=3C4=C(C2=C1)C=CC=C4NC3)CCC (6aR,9R)-N-((R)-sec-butyl)-7-propyl-4,6,6a,7,8,9-hexahydroindolo[4,3-fg]quinoline-9-carboxamide